tert-butyl (2R,3S,4S)-4-[(tert-butoxycarbonyl)oxy]-2-[(4-methoxyphenyl)methyl]-3-{[(5-methyl-1,2-oxazol-3-yl)carbamoyl]oxy}pyrrolidine-1-carboxylate C(C)(C)(C)OC(=O)O[C@@H]1[C@H]([C@H](N(C1)C(=O)OC(C)(C)C)CC1=CC=C(C=C1)OC)OC(NC1=NOC(=C1)C)=O